COCOCCCC(CC(CC(CC(C)Cl)C)C)C 10-chloro-4,6,8-trimethylundecyl Methoxymethyl Ether